C[C@@H](C/C=C/C(C)(C)OC)[C@@H]1CC[C@]2([C@]1(CC[C@H]3[C@H]2CC[C@@H]4[C@@]3(CC[C@@H](C4(C)C)O)C)C)C The molecule is a tirucallane triterpenoid that is (13alpha,14beta,17alpha,20S,23E)-lanosta-23-ene substituted by beta-hydroxy group at position 3 and a methoxy group at position 25. It has been isolated from the stem and stem barks of Cornus walteri. It has a role as a plant metabolite. It is an ether, a tirucallane triterpenoid and a secondary alcohol.